(3S,7aR,11aR)-3-isopropyl-9-[[4-(trifluoromethoxy)phenyl]methyl]-2,3,6,7,7a,8,10,11-octahydrooxazolo[2,3-j][1,6]naphthyridin-5-one C(C)(C)[C@H]1CO[C@@]23CCN(C[C@H]3CCC(N21)=O)CC2=CC=C(C=C2)OC(F)(F)F